methyl 2-amino-3,4-pyridinedicarboxylate NC1=NC=CC(=C1C(=O)OC)C(=O)[O-]